butyl 2-(aminomethyl)-1H-pyrrolo[3,2-c]pyridine-1-carboxylate NCC1=CC=2C=NC=CC2N1C(=O)OCCCC